C(C1=CC=CC=C1)N1C[C@H](OCCC1)COCC1=CC=CC=C1 (2S)-4-benzyl-2-[(benzyloxy)methyl]-1,4-oxaazepane